CN1C=CC=2C1=NC(=CC2CN2C(CC2)C2=CC=CC=C2)C=2C=C1CN(C(C1=CC2)=O)C2C(NC(CC2)=O)=O 3-(5-(1-methyl-4-((2-phenylazetidin-1-yl)methyl)-1H-pyrrolo[2,3-b]pyridin-6-yl)-1-oxoisoindolin-2-yl)piperidine-2,6-dione